COC(=O)C1=C(N(C(C=C1CC=NOCC(C)O)=O)C)Cl 2-chloro-4-(2-((2-hydroxypropoxy)imino)ethyl)-1-methyl-6-oxo-1,6-dihydropyridine-3-carboxylic acid methyl ester